C1(CCCC1)C[Si](OC)(OC)CC1CCCCC1 (cyclopentyl)methyl-(cyclohexyl)methyl-dimethoxysilane